C1(=CC=CC=C1)C=CCCCCC phenyl-heptene